C(C1=CC=CC=C1)OC(=O)N1C(CCC(C1)(C([2H])([2H])[2H])C([2H])([2H])[2H])C(=O)O 1-((benzyloxy)carbonyl)-5,5-bis(methyl-d3)piperidine-2-carboxylic acid